N1N=CC(=C1)NC=1C=2N(C=CC1)C(=CN2)C#CC=2C(=CC(=C(C(=O)NC1=CC(=CC(=C1)C(F)(F)F)N1CCN(CC1)C)C2)F)C 5-((8-((1H-pyrazol-4-yl)amino)imidazo[1,2-a]pyridin-3-yl)ethynyl)-2-fluoro-4-methyl-N-(3-(4-methylpiperazin-1-yl)-5-(trifluoromethyl)phenyl)benzamide